6-(1H-indol-7-yl)pyridazin N1C=CC2=CC=CC(=C12)C1=CC=CN=N1